O=C1NC(=NC2=CC(=CC=C12)C(=O)OC)C1=CC=C(C=C1)C(F)(F)F methyl 4-oxo-2-(4-(trifluoromethyl)phenyl)-3,4-dihydroquinazoline-7-carboxylate